1,4-Dioxaspiro[4.5]dec-2-ylmethyl acrylate C(C=C)(=O)OCC1OC2(OC1)CCCCC2